(E)-3-(2-(5,6-dihydro-7H-cyclopenta[b]pyridin-7-ylidene)hydrazino)-6-methoxy-5H-[1,2,4]triazino[5,6-b]indole N1=C\2C(=CC=C1)CC/C2=N\NC=2N=NC1=C(NC=3C(=CC=CC13)OC)N2